OCC1(CCC1)NC=1C2=C(N=C(N1)C1=CC=C(C=C1)C(C(=O)O)(C)C)CC[S@]2=O |r| (R/S)-2-(4-(4-((1-(hydroxymethyl)cyclobutyl)amino)-5-oxo-6,7-dihydrothieno[3,2-d]pyrimidin-2-yl)phenyl)-2-methylpropanoic acid